N#CC1CC(C(CC1)C(C)C)O nitrilomenthol